CN1CCN(CC1)C1CCN(CC1)C1=CC=C(C=C1)[N+](=O)[O-] 2-(4-(4-Methylpiperazin-1-yl)piperidin-1-yl)-5-nitrobenzene